SC(C(C)=O)CC(C)=O 3-sulfhydryl-2,5-hexanedione